4-Amino-7-bromo-1-(isoquinolin-8-yl)-2-oxo-1,2-dihydroquinoline-3-carboxylic acid methyl ester COC(=O)C=1C(N(C2=CC(=CC=C2C1N)Br)C=1C=CC=C2C=CN=CC12)=O